1-Butyl-3-Methylimidazol bromid [Br-].C(CCC)N1CN(C=C1)C